2,4-Dichlorothieno[3,2-D]pyrimidine ClC=1N=C(C2=C(N1)C=CS2)Cl